CN(S(=O)(=O)C1=CC=C(C=C1)[N+](=O)[O-])C1CCN(CC1)CCCOC1=CC=C(C=C1)C(C=CC1=CC=C(C=C1)C)=O N-methyl-4-nitro-N-(1-(3-(4-(3-(p-tolyl)acryloyl)phenoxy)propyl)piperidin-4-yl)benzenesulfonamide